FC1=C(C=CC(=C1)C=1N=CN(C1)C1=NC=C(C=C1)C(F)(F)F)NC(=O)\N=C\1/SCC(N1C1=C(C=CC(=C1)C)OCCC(F)(F)F)=O (Z)-1-(2-fluoro-4-(1-(5-(trifluoromethyl)pyridin-2-yl)-1H-imidazol-4-yl)phenyl)-3-(3-(5-methyl-2-(3,3,3-trifluoropropoxy)phenyl)-4-oxothiazolidin-2-ylidene)urea